trivinyl-antimony oxide C(=C)[Sb](C=C)(C=C)=O